7-chloro-5-(2-cyclopropylpyridin-3-yl)-2-(4-methoxybenzyl)-1-methyl-1,5-dihydro-4H-imidazo[4,5-c]quinolin-4-one ClC=1C=CC=2C3=C(C(N(C2C1)C=1C(=NC=CC1)C1CC1)=O)N=C(N3C)CC3=CC=C(C=C3)OC